[Cu].C(CCC)OC1=C(C=CC=C1)C1=C2NC(=C1)C=C1C=CC(=N1)C=C1C=CC(N1)=CC=1C=CC(N1)=C2 (butoxyphenyl)porphyrin copper